2-methoxy-5-(3,4,5-trimethoxybenzoyl)bromobenzene COC1=C(C=C(C=C1)C(C1=CC(=C(C(=C1)OC)OC)OC)=O)Br